tert-butyl N-(1-(4-(dimethylamino)-4-methylpent-2-ynoyl)-4-fluoropiperidine-4-carbonyl)-N-methyl-L-valinate CN(C(C#CC(=O)N1CCC(CC1)(C(=O)N([C@@H](C(C)C)C(=O)OC(C)(C)C)C)F)(C)C)C